16α-isobutylamino-17β-(1-hydroxy-1-methyl-ethyl)androsta-5-en-3β-ol C(C(C)C)N[C@H]1[C@@H]([C@]2(C)[C@@H](C1)[C@@H]1CC=C3C[C@H](CC[C@]3(C)[C@H]1CC2)O)C(C)(C)O